ClC=1C=C(C=CC1)C(C(OC(=O)N[C@H](C(=O)OC)CC1CCCCC1)C1=CC=C(C=C1)F)(C)C methyl (2S)-2-(((2-(3-chlorophenyl)-1-(4-fluorophenyl)-2-methylpropoxy) carbonyl) amino)-3-cyclohexylpropanoate